FC(C(C)(F)C=1C=C(C=CC1)C1CN(C2=C(O1)C=CC=N2)C(=O)N)(C2=NN=CN2C)F (3-(1,1,2-trifluoro-1-(4-methyl-4H-1,2,4-triazol-3-yl)propan-2-yl)phenyl)-2,3-dihydro-4H-pyrido[3,2-b][1,4]oxazine-4-carboxamide